C1(=CC=CC=C1)C/C=C/C1(CCN(CC1)CC1=CC=C(C=C1)NC(C)=O)C1=NC=CC=C1 (E)-N-(4-((4-(3-phenylprop-1-enyl)-4-(pyridin-2-yl)piperidin-1-yl)methyl)phenyl)acetamide